(2S,4R)-2-methyl-1-(2,2,2-trifluoroacetyl)-2'-(trifluoromethyl)spiro[piperidine-4,7'-thieno[2,3-c]pyran]-4'-one C[C@@H]1N(CC[C@@]2(OCC(C3=C2SC(=C3)C(F)(F)F)=O)C1)C(C(F)(F)F)=O